4-(3-amino-1-(3-chloro-2-methyl-2H-indazol-5-yl)-1H-pyrazol-5-yl)-2-fluorobenzonitrile NC1=NN(C(=C1)C1=CC(=C(C#N)C=C1)F)C1=CC2=C(N(N=C2C=C1)C)Cl